2-amino-N-[4-[3-[cis-2,6-dimethylmorpholin-4-yl]phenyl]thiazol-2-yl]acetamide NCC(=O)NC=1SC=C(N1)C1=CC(=CC=C1)N1C[C@H](O[C@H](C1)C)C